ClC=1C=C(C=CC1)[C@@H]1[C@H](C1)C(=O)NC1=CC(=NC=N1)NCC=1N=C2N(C=C(C=C2C(=O)N(C)C)C2CC2)C1 2-(((6-((1S,2S)-2-(3-chlorophenyl)cyclopropane-1-carboxamido)pyrimidin-4-yl)amino)methyl)-6-cyclopropyl-N,N-dimethylimidazo[1,2-a]pyridine-8-carboxamide